OC(CNC=1C(=C(C(=O)C2=CC=CC=C2)C=CC1)NCC(O)O)O bis(dihydroxyethylamino)benzophenone